C(C)N1C=NC2=C1N=NC=C2C=2C=CC(=C(C2)C=2C=CC1=C(N(C(O1)=O)C)C2OC)F 5-(5-(7-ethyl-7H-imidazo[4,5-c]pyridazin-4-yl)-2-fluorophenyl)-4-methoxy-3-methylbenzo[d]oxazole-2(3H)-one